2-bromo-1-(4-methyltetrahydro-2H-pyran-4-yl)ethanone BrCC(=O)C1(CCOCC1)C